CC1(OCC[C@H](O1)CCN)C 2-[(4R)-2,2-dimethyl-1,3-dioxan-4-yl]ethanamine